C(C)(C)(C)OC(C1=CC(=CC=C1)CCN1N=C(N=C1)CO)=O.ClC1=NC(=CC=C1C(=O)N(CC1=CC=C(C=C1)OC)CC(C)O)Cl 2,6-dichloro-N-(2-hydroxypropyl)-N-[(4-methoxyphenyl)methyl]pyridine-3-carboxamide tert-butyl-3-(2-(3-(hydroxymethyl)-1H-1,2,4-triazol-1-yl)ethyl)benzoate